ClC=1C=C(C=CC1OCC(CCl)O)S(=O)(=O)C1=CC=C(OCC(CO)O)C=C1 3-(4-((3-chloro-4-(3-chloro-2-hydroxypropoxy)phenyl)sulfonyl)phenoxy)propane-1,2-diol